FC(C(C(F)(F)F)(O)C1=CC=C(C=C1)C=1SC(=CN1)C=O)(F)F 2-(4-(1,1,1,3,3,3-hexafluoro-2-hydroxypropane-2-yl)phenyl)thiazole-5-carbaldehyde